BrC1=CC2=C(OC[C@@H](C(N2C)=O)NC(=O)N2N=CC(=C2)CC=2C=NC(=CC2)F)C=C1 (S)-N-(7-Bromo-5-methyl-4-oxo-2,3,4,5-tetrahydrobenzo[b][1,4]oxazepin-3-yl)-4-((6-fluoropyridin-3-yl)methyl)-1H-pyrazole-1-carboxamide